C1(CC1)C1=C(C(=NO1)CNC(OC(C)(C)C)=O)CC tert-butyl ((5-cyclopropyl-4-ethylisoxazol-3-yl)methyl)carbamate